COC1=C(C=C(C=C1)B(O)O)S(=O)(=O)N1CCOCC1 4-METHOXY-3-(MORPHOLIN-4-YLSULPHONYL)BENZENEBORONIC ACID